(S)-N-(7-(2-(1-amino-2-(3,5-difluorophenyl)ethyl)-4-oxo-7-(4,4,5,5-tetramethyl-1,3,2-dioxaborolan-2-yl)quinazolin-3(4H)-yl)-4-chloro-1-methyl-1H-indazol-3-yl)methanesulfonamide N[C@@H](CC1=CC(=CC(=C1)F)F)C1=NC2=CC(=CC=C2C(N1C=1C=CC(=C2C(=NN(C12)C)NS(=O)(=O)C)Cl)=O)B1OC(C(O1)(C)C)(C)C